2,4-dihydroxy-6-(3-nitrostyrenyl)-1,3,5-triazine OC1=NC(=NC(=N1)O)C=CC1=CC(=CC=C1)[N+](=O)[O-]